2-ethyl-1,8-octanediol C(C)C(CO)CCCCCCO